NC1=CC(=NC=C1C(=O)N1CCC=2N(N=C3CCN(CC1C23)C(C=C)=O)C2=C(C=C(C=C2)C2CC2)OC(F)F)C(F)(F)F 1-(5-(4-amino-6-(trifluoromethyl)nicotinoyl)-2-(4-cyclopropyl-2-(difluoromethoxy)phenyl)-2,3,4,5,5a,6,8,9-octahydro-7H-1,2,5,7-tetraazabenzo[cd]azulen-7-yl)prop-2-en-1-one